4-((2-Hydroxyethoxy)carbonyl)benzoic acid OCCOC(=O)C1=CC=C(C(=O)O)C=C1